5-(4-chloro-1H-indole-2-carbonyl)-N-[(2R)-1,1,1-trifluoropropan-2-yl]-4H,5H,6H,7H-pyrazolo[1,5-a]pyrazine-3-carboxamide ClC1=C2C=C(NC2=CC=C1)C(=O)N1CC=2N(CC1)N=CC2C(=O)N[C@@H](C(F)(F)F)C